CC1=NN(C(=C1)C)CC1=CC=C(C=C1)C(F)(F)F 3,5-dimethyl-1-{[p-(trifluoromethyl)phenyl]methyl}-1H-pyrazol